COC=1C=C(OC2=CC=C(C=C2)N2CCOCC2)C=CC1OC 4-(4-(3,4-dimethoxyphenoxy)phenyl)morpholine